N1(CCOCC1)CCC1=CC=C(C=C1)CC(=O)O {4-[2-(morpholin-4-yl)ethyl]phenyl}acetic acid